CC1=NC=C(C(=N1)NC1=CC(=CC=C1)Cl)C1=NC(=NO1)C1=CC=CC=C1 2-methyl-4-m-chloroanilino-5-(3-phenyl-1,2,4-oxadiazol-5-yl)pyrimidine